O[C@@H]1[C@H](O[C@@H]([C@H]([C@H]1O)O)O)CCS(=O)(=O)NC(=O)C1=CC=NO1 N-((2-((2R,3S,4S,5S,6S)-3,4,5,6-tetrahydroxytetrahydro-2H-pyran-2-yl)ethyl)sulfonyl)isoxazole-5-carboxamide